C1(CCC1)NC(=O)C1(CC(C1)NC1=NN2C(C(=N1)OC)=C(C=C2)C=2C=CC1=C(N(N=N1)C)C2)C (1r,3r)-N-cyclobutyl-3-((4-methoxy-5-(1-methyl-1H-benzo[d][1,2,3]triazol-6-yl)pyrrolo[2,1-f][1,2,4]triazin-2-yl)amino)-1-methylcyclobutane-1-carboxamide